3-[3-fluoro-4-[1-[2-(4-piperidyl)ethyl]-4-piperidyl]anilino]piperidine-2,6-dione FC=1C=C(NC2C(NC(CC2)=O)=O)C=CC1C1CCN(CC1)CCC1CCNCC1